malic acid (anhydride) C1(C(O)CC(=O)O1)=O